FC=1C=C(C=CC1F)N1C(CCCC1C1=NC2=C(N1C=1SC(=CN1)CS(=O)(=O)C)C=CC(=C2)C=2C(=NOC2C)C)=O 1-(3,4-difluorophenyl)-6-(5-(3,5-dimethylisoxazol-4-yl)-1-(5-((methylsulfonyl)methyl)thiazol-2-yl)-1H-benzo[d]imidazol-2-yl)piperidin-2-one